COC(CCC1=CC(=C(OC(C(=O)[O-])(C)C)C(=C1)C)C)C1=CC=C(C=C1)OC(F)(F)F.[Na+] sodium 2-{4-[3-methoxy-3-(4-trifluoromethoxy-phenyl)-propyl]-2,6-dimethyl-phenoxy}-2-methyl-propionate